(3-fluoropropyl)-1-(2-morpholinoethyl)-3,4-dihydroquinolin-2(1H)-one FCCCC1C(N(C2=CC=CC=C2C1)CCN1CCOCC1)=O